BrC=1C(=[N+](C=C(C1)C1CC1)[O-])Cl 3-bromo-2-chloro-5-cyclopropylpyridine 1-oxide